C1(=CC=C(C=C1)C=1N=CC2=C(N1)C=C(O2)C(=O)O)C2=CC=CC=C2 2-([1,1'-biphenyl]-4-yl)furo[3,2-d]pyrimidine-6-carboxylic acid